C1OCC12CN(CC2)C2=NC=1N(C=C2)N=CC1C(=O)N 5-(2-oxa-6-aza-spiro[3.4]octan-6-yl)pyrazolo[1,5-a]pyrimidine-3-carboxamide